Cl.Cl.Cl.FC(C1=CC=C(/C=C/C2C(CNC2)NC2=NC=CC=N2)C=C1)(F)F (E)-N-(4-(4-(trifluoromethyl)styryl)pyrrolidin-3-yl)pyrimidin-2-amine tri-hydrochloride